N1=CN=C2N1C=C(C=N2)C=2NC1=CC=C(C=C1C2C(C)C)C2CCN(CC2)C(CNC)=O 1-(4-(2-([1,2,4]triazolo[1,5-a]pyrimidin-6-yl)-3-isopropyl-1H-indol-5-yl)piperidin-1-yl)-2-(methylamino)ethan-1-one